(terphenylyl)[(phenyl)di(tert-butyl)indolocarbazolyl]triazine C1(=C(C=CC=C1)C=1C(=NN=NC1)C1=C2C(=C(C(=C1C(C)(C)C)C(C)(C)C)C1=CC=CC=C1)N=C1C=CC3=C4C=CC=CC4=NC3=C12)C=1C(=CC=CC1)C1=CC=CC=C1